1-(1,3-benzodioxol-5-ylmethyl)-5-(4-fluorophenyl)-2-methyl-pyrrole-3-carboxamide O1COC2=C1C=CC(=C2)CN2C(=C(C=C2C2=CC=C(C=C2)F)C(=O)N)C